NC=1SC2=C(N1)C=CC(=C2)C=2C=NC=C(C(=O)NC(C)C1=C(C=CC=C1)OC(F)(F)F)C2 5-(2-aminobenzo[d]thiazol-6-yl)-N-(1-(2-(trifluoromethoxy)phenyl)ethyl)nicotinamide